(7S)-N-((1R)-1-(6-(2-oxa-5-azabicyclo[2.2.2]octan-5-yl)pyridin-3-yl)-3-(4-hydroxypiperidin-1-yl)propyl)-4,7-difluoro-7-isopropyl-5,6,7,8-tetrahydroacridine-2-carboxamide C12OCC(N(C1)C1=CC=C(C=N1)[C@@H](CCN1CCC(CC1)O)NC(=O)C1=CC3=CC=4C[C@@](CCC4N=C3C(=C1)F)(C(C)C)F)CC2